CC1(C(N(CC1)CC1=C(C=C(C=C1C)C)C)=O)C1=CC=CC=C1 3-Methyl-3-phenyl-1-(2,4,6-trimethylbenzyl)pyrrolidin-2-one